C(#C)C=1C=CC=C2C=C(C=C(C12)C1=C(C=C2C(=NC(=NC2=C1F)OC[C@]12CCCN2C[C@@H](C1)F)O)F)OCOC 7-(8-ethynyl-3-(methoxymethoxy)naphthalen-1-yl)-6,8-difluoro-2-(((2R,7aS)-2-fluorotetrahydro-1H-pyrrolizin-7a(5H)-yl)methoxy)quinazolin-4-ol